6-Selenopurine C1=NC2=C(N1)C(=NC=N2)[Se]